[3-[2-Fluoro-4-(trifluoromethyl)phenyl]-7-hydroxy-4-quinolyl]-[2,3,5,6-tetradeuterio-4-[2-[3-(fluoromethyl)azetidin-1-yl]ethoxy]phenyl]methanone FC1=C(C=CC(=C1)C(F)(F)F)C=1C=NC2=CC(=CC=C2C1C(=O)C1=C(C(=C(C(=C1[2H])[2H])OCCN1CC(C1)CF)[2H])[2H])O